N-[5-[4-(4-hydroxycyclohexoxy)-2-methyl-pyrazol-3-yl]pyrazolo[1,5-a]pyridin-2-yl]cyclopropanecarboxamide OC1CCC(CC1)OC1=C(N(N=C1)C)C1=CC=2N(C=C1)N=C(C2)NC(=O)C2CC2